C(C=C)(=O)N1[C@H](CN(CC1)C1=NC(=NC=2CC(CCC12)N1CCCC2=CC=CC=C12)OCCN1CCOCC1)CC#N 2-((2S)-1-Acryloyl-4-(7-(3,4-dihydroquinolin-1(2H)-yl)-2-(2-morpholinoethoxy)-5,6,7,8-tetrahydroquinazolin-4-yl)piperazin-2-yl)acetonitrile